C[Si](OO[Si](O)(O)O)(C)C trimethyl-siloxysilicic acid